3-(5-amino-6-((1-(1-(oxetan-3-ylmethyl)piperidin-4-yl)-1H-pyrazol-4-yl)oxy)pyrazin-2-yl)-N,5-dimethylbenzenesulfonamide NC=1N=CC(=NC1OC=1C=NN(C1)C1CCN(CC1)CC1COC1)C=1C=C(C=C(C1)C)S(=O)(=O)NC